OC1=C(C(C2CCC1C2)=O)C2=C(C=C(C=C2)C#CC)OC 4-Hydroxy-3-[2-methoxy-4-(prop-1-yn-1-yl)phenyl]bicyclo[3.2.1]oct-3-en-2-one